C(C)(C)(C)C1=CC=C(C=C1)[C@H](C)NC(=O)C1=CC2=C(N(C(=N2)C)CC2=CC(=CC(=C2)O)Cl)C=C1 (S)-N-(1-(4-(tert-butyl)phenyl)ethyl)-1-(3-chloro-5-hydroxybenzyl)-2-methyl-1H-benzo[d]imidazole-5-carboxamide